1-(3-methylphenyl)-3-{3-[(2-oxopyrrolidin-1-yl)methyl]-4-phenoxyphenyl}-1,3,5-triazinane-2,4,6-trione CC=1C=C(C=CC1)N1C(N(C(NC1=O)=O)C1=CC(=C(C=C1)OC1=CC=CC=C1)CN1C(CCC1)=O)=O